tert-butyl 2-(4-(4-(4-aminobut-3-yn-1-yl)phenyl)-2,3,9-trimethyl-6H-thieno[3,2-f][1,2,4]triazolo[4,3-a][1,4]diazepin-6-yl)acetate NC#CCCC1=CC=C(C=C1)C1=NC(C=2N(C3=C1C(=C(S3)C)C)C(=NN2)C)CC(=O)OC(C)(C)C